L-valyl-L-valine anhydride N[C@@H](C(C)C)C(=O)N[C@@H](C(C)C)C(=O)OC([C@@H](NC([C@@H](N)C(C)C)=O)C(C)C)=O